C1(CCCC1)C1=NC2=NC=NC(=C2N1)C(=O)NCC1=CC(=CC(=C1)C=1C=NN(C1)C1=CC(=CC=C1)F)F 8-cyclopentyl-N-(3-fluoro-5-(1-(3-fluorophenyl)-1H-pyrazol-4-yl)benzyl)-7H-purine-6-carboxamide